dibutyl-methanol C(CCC)C(O)CCCC